2-bromo-N-(5-(pyridin-3-yloxy)pyridin-2-yl)propanamide BrC(C(=O)NC1=NC=C(C=C1)OC=1C=NC=CC1)C